OC[C@@H](C(=O)N[C@H](C(C(C(=O)O)(C)C)=O)C(C)C)NC(CCCCC(C)C)=O (4S)-4-[(2S)-3-Hydroxy-2-(6-methylheptanamido)propanamido]-2,2,5-trimethyl-3-oxohexanoic acid